CN(C(O)=O)[C@@H]1CCC2=CC(=CC=C12)C1=NOC(=N1)C1CC1.BrCCO[Si](C1=CC=CC=C1)(C1=CC=CC=C1)C(C)(C)C (2-bromoethoxy)(tert-butyl)diphenylsilane methyl-(R)-(5-(5-cyclopropyl-1,2,4-oxadiazol-3-yl)-2,3-dihydro-1H-inden-1-yl)carbamate